6-(p-tolylsilyl)hexyl acetate C(C)(=O)OCCCCCC[SiH2]C1=CC=C(C=C1)C